ClC=1C=C(C=CC1)C(CO)NC(=O)C1=CN(C=C1)C1=CC(=NC=C1)NC1CNCC1 N-(1-(3-chlorophenyl)-2-hydroxyethyl)-1-(2-(pyrrolidin-3-ylamino)pyridin-4-yl)-1H-pyrrole-3-carboxamide